BrC1=CC(=C(C=C1)C(CC)=O)OC 1-(4-bromo-2-methoxyphenyl)propan-1-one